N1C=C(C2=CC=CC=C12)C1=NC2=CN=CC=C2C=C1C#N (1H-indol-3-yl)-1,7-naphthyridine-3-carbonitrile